1,2-dichloro-5-methyl-3-nitrobenzene ClC1=C(C(=CC(=C1)C)[N+](=O)[O-])Cl